4-[4-(3-ethyl-1-methyl-1H-pyrazol-4-yl)-1-methyl-1H-imidazol-2-yl]-1-methyl-1H-pyrazolo[4,3-c]pyridine-6-carboxamide C(C)C1=NN(C=C1C=1N=C(N(C1)C)C1=NC(=CC2=C1C=NN2C)C(=O)N)C